[Eu].[Yb].[Hf] hafnium-ytterbium-europium